tetrakis(phenylthiomethyl)silane C1(=CC=CC=C1)SC[Si](CSC1=CC=CC=C1)(CSC1=CC=CC=C1)CSC1=CC=CC=C1